1-(1-methylpiperidin-4-yl)piperazine trihydrochloride Cl.Cl.Cl.CN1CCC(CC1)N1CCNCC1